C(C)(C)(C)OC(=O)N1CC(C1)C12CC(C1)(C2)C2=CC=C(C=C2)OC(F)(F)F 3-[3-[4-(trifluoromethoxy)phenyl]-1-bicyclo[1.1.1]pentanyl]azetidine-1-carboxylic Acid Tert-Butyl Ester